BrC1=CC=CC=2C(=C(OC21)I)SC(F)(F)F 7-bromo-2-iodo-3-((trifluoromethyl)thio)benzofuran